tert-butyl (2s)-2-(tert-butoxycarbonylamino)-4-sulfanylbutanoate C(C)(C)(C)OC(=O)N[C@H](C(=O)OC(C)(C)C)CCS